C1=CC=CC=2C3=CC=CC=C3C(C12)COC(=O)N[C@H](C(=O)O)CCC(NCCC1=CC=NC=C1)=O (2S)-2-({[(9H-fluoren-9-yl)methoxy]carbonyl}amino)-4-{[2-(pyridin-4-yl)ethyl]carbamoyl}butanoic acid